1-[3-[2-(difluoromethoxy)prop-2-enylamino]-6-[5-[(6-methylpyridazin-3-yl)amino]benzimidazol-1-yl]pyridin-2-yl]-5-methylpyrazole-3-carbonitrile FC(OC(CNC=1C(=NC(=CC1)N1C=NC2=C1C=CC(=C2)NC=2N=NC(=CC2)C)N2N=C(C=C2C)C#N)=C)F